isooctyl-isobutyl-triethoxysilane C(CCCCC(C)C)C(C)O[Si](OCC)(OCC)CC(C)C